N1-{4-[2-(1,3-benzodioxol-5-yl)-1-cyanovinyl]phenyl}-3,4,5-trimethoxybenzamide O1COC2=C1C=CC(=C2)C=C(C#N)C2=CC=C(C=C2)NC(C2=CC(=C(C(=C2)OC)OC)OC)=O